N1C(=CC=2C=NC=CC21)CNC(CN2C(=NC=C(C2=O)NCC2=CC1=C(OC3=C1C=CC=C3)C=C2)C2=CC=C(C=C2)NC(CO)=O)=O N-((1H-pyrrolo[3,2-c]pyridine-2-yl)methyl)-2-(5-((dibenzo[b,d]furan-2-ylmethyl)amino)-2-(4-(2-hydroxyacetamido)phenyl)-6-oxopyrimidin-1(6H)-yl)acetamide